N1(CCOCC1)C1=NC(=NC(=N1)C=1SC(=CC1)CN1CCOCC1)C1=CC=C(C=C1)NC(=O)NC1CN2CCC1CC2 1-(4-(4-morpholinyl-6-(5-(morpholinylmethyl)thiophen-2-yl)-1,3,5-triazin-2-yl)phenyl)-3-((1s,4s)-quinuclidin-3-yl)urea